benzoic acid, Amide C(C1=CC=CC=C1)(=O)N